N1(OCCO1)C(C(=O)O)CCCCCC(=O)N(C)[C@@H]1C[C@H](C2=CC=CC=C12)C1=CC(=C(C=C1)Cl)Cl 2,5-dioxapyrrolidin-1-yl-8-(((1R,3S)-3-(3,4-dichlorophenyl)-2,3-dihydro-1H-inden-1-yl)(methyl)amino)-8-oxooctanoic acid